N,N-diethylhydrazine C(C)N(N)CC